C(C(=C)C)(=O)OCC[N+](C)(C)C β-methacryloyloxyethyl-trimethylammonium